BrC1=CC=C(C(=N1)C#N)N1[C@@H](C[C@@H](CC1)O)CC |r| rac-6-bromo-3-[(2R,4R)-2-ethyl-4-hydroxypiperidine-1-yl]pyridine-2-carbonitrile